C(C)(C)(C)OC(=O)C1=CC=C(C=C1)C1=CC=C(C=C1)NC(=O)[C@@H]1N(CCC1)C(=O)OC(C)(C)C tert-butyl (2R)-2-{[4'-(tert-butoxycarbonyl)[1,1'-biphenyl]-4-yl]carbamoyl}pyrrolidine-1-carboxylate